6-Bromobenzo[d]thiazol-2-amine BrC1=CC2=C(N=C(S2)N)C=C1